FC(C(=O)[O-])(F)F.[N+]12(CCCC1)C1CCCC2CC1 spiro[bicyclo[3.2.1]octane-8,1'-pyrrolidin]-1'-ium 2,2,2-trifluoroacetate